CC1N(CCNC1)C(=O)[O-] (E)-2-methylpiperazine-1-carboxylate